5-methyl-4,5,6,7-tetrahydrothiazolo[5,4-c]pyridine-2-carboxylate hydrochloride Cl.CN1CC2=C(CC1)N=C(S2)C(=O)O